2-((cis-4-((4-methoxy-5-(pyrazolo[1,5-a]pyridin-5-yl)pyrrolo[2,1-f][1,2,4]triazin-2-yl)amino)cyclohexyl)oxy)ethan-1-ol COC1=NC(=NN2C1=C(C=C2)C2=CC=1N(C=C2)N=CC1)N[C@H]1CC[C@H](CC1)OCCO